BrC(C)OC1=CC=C(C=C1)Br 1,4-dibromoethoxybenzene